N1-(1-(4-bromo-3-fluorothiophen-2-yl)-3,3,3-trifluoropropyl)-N1-cyclopropylethane-1,2-diamine BrC=1C(=C(SC1)C(CC(F)(F)F)N(CCN)C1CC1)F